C(C)SC1=NC(=NC(=C1NC(CC(C)(C)C)=O)C)N1CC2=CC=C(C=C2CC1)F N-(4-(ethylthio)-2-(6-fluoro-3,4-dihydroisoquinolin-2(1H)-yl)-6-methylpyrimidin-5-yl)-3,3-Dimethylbutanamide